FC=1C=C2CCC(C2=CC1)NC(\C=C\C1=CC=C2C(=NNC2=C1)C)=O (E)-N-(5-fluoro-2,3-dihydro-1H-inden-1-yl)-3-(3-methyl-1H-indazol-6-yl)acrylamide